ClC=1C=CC(=C(C(=O)O)C1)NC1=C(C=NC2=CC=C(C=C12)Cl)C1CCC(CC1)=O 5-chloro-2-[[6-chloro-3-(4-oxocyclohexyl)-4-quinolyl]amino]benzoic acid